C1CCC2=NC=C(C=C12)CN[C@](C(=O)O)(CCC(C)(C)C)C (S)-2-{[(4-aza-6-indanyl)methyl]amino}-2,5,5-trimethylhexanoic acid